3-(4-((4-aminobutyl)((1R,4R)-4-methylcyclohexyl)amino)-1-oxoisoindolin-2-yl)piperidine-2,6-dione hydrochloride Cl.NCCCCN(C1=C2CN(C(C2=CC=C1)=O)C1C(NC(CC1)=O)=O)C1CCC(CC1)C